tert-butyl (4R)-4-[3-[[6-[[2-chloro-6-[3-(2-dispiro[2.0.2.1]heptan-7-ylethoxy)pyrazol-1-yl]pyridine-3-carbonyl]sulfamoyl]-2-pyridyl]amino]propyl]-2,2-dimethyl-pyrrolidine-1-carboxylate ClC1=NC(=CC=C1C(=O)NS(=O)(=O)C1=CC=CC(=N1)NCCC[C@@H]1CC(N(C1)C(=O)OC(C)(C)C)(C)C)N1N=C(C=C1)OCCC1C2(C13CC3)CC2